F[SiH](C=CN(C(C)C)C(C)C)F Difluoro-di-iso-propylaminovinylsilane